methyl 2-[2-[tert-butyl (dimethyl) silyl] oxyethyl]-5-methyl-pyrazole-3-carboxylate [Si](C)(C)(C(C)(C)C)OCCN1N=C(C=C1C(=O)OC)C